C(C)(C)NCC1=CC=C(C=C1)C1=CC(=CC=C1)S(=O)(=O)N1CCC2(CC(CO2)NC[C@@H](COC2=CC(=CC=C2)S(=O)(=O)C)O)CC1 (2S)-1-(8-(4'-((isopropylamino)methyl)biphenyl-3-ylsulfonyl)-1-oxa-8-azaspiro[4.5]decan-3-ylamino)-3-(3-(methylsulfonyl)phenoxy)propan-2-ol